O[C@H](C(=O)O)CCO (L)-2,4-dihydroxybutyric acid